1-(2-methoxyethyl)cyclobutane-1-carbaldehyde COCCC1(CCC1)C=O